ClC1=C(C=CC2=C1OCCN2)F 8-chloro-7-fluoro-3,4-dihydro-2H-benzo[2,1-b][1,4]oxazine